CC=1N=C(SC1C1=CC=C2C(=NNC2=C1)\C=C\C1=NC=CC=C1)NC(=O)C1CCNCC1 (E)-N-(4-methyl-5-(3-(2-(pyridin-2-yl)vinyl)-1H-indazol-6-yl)thiazole-2-yl)piperidine-4-carboxamide